1,4,7-tri-t-butoxycarbonyl-1,4,7,10-tetraazacyclododecane C(C)(C)(C)OC(=O)N1CCN(CCN(CCNCC1)C(=O)OC(C)(C)C)C(=O)OC(C)(C)C